dimethyl-heptynol CC(C#CO)(CCCC)C